C(#N)C1=C(C=C(C=C1)N1C(OC(C1)COC1=CC=C(C=C1)NC(OC(C)C)=O)C(F)(F)F)C(F)(F)F isopropyl (4-((3-(4-cyano-3-(trifluoromethyl)phenyl)-2-(trifluoromethyl)oxazolidin-5-yl)methoxy)phenyl)carbamate